C(CCC)C=1C=C(C2=CC=C(C=C2C1)CCCC)S(=O)(=O)[O-].[Na+] sodium 3,6-dibutylnaphthalenesulfonate